Sodium (R)-2-hydroxy-4-(1-((perfluorophenyl)sulfonyl)-N-(4-(tetrahydro-2H-pyran-4-yl)benzyl)azetidine-2-carboxamido)benzoate OC1=C(C(=O)[O-])C=CC(=C1)N(C(=O)[C@@H]1N(CC1)S(=O)(=O)C1=C(C(=C(C(=C1F)F)F)F)F)CC1=CC=C(C=C1)C1CCOCC1.[Na+]